ethyl 6-chloro-4-methylpyridine-2-carboxylate ClC1=CC(=CC(=N1)C(=O)OCC)C